FC1(CC(C1)C1=NOC(=N1)C=1C=CC(=C(C1)NC(=O)C1=CN=C2N1C=CC(=C2)COCC(C)(C)O)C)F N-(5-(3-(3,3-difluorocyclobutyl)-1,2,4-oxadiazol-5-yl)-2-methylphenyl)-7-((2-hydroxy-2-methylpropoxy)methyl)imidazo[1,2-a]pyridine-3-carboxamide